9,10-dioxoanthracene O=C1C2=CC=CC=C2C(C=2C=CC=CC12)=O